FC=1C=C(C=CC1F)[C@H]1[C@@H](C1)NC=1C2=C(N=C(N1)SCCC)N(N=N2)C2C(C(C(C2)OCCO)O)O 3-[7-{[(1R,2S)-2-(3,4-difluorophenyl)cyclopropyl]Amino}-5-(propylsulfanyl)-3H-[1,2,3]-triazolo[4,5-d]Pyrimidin-3-yl]-5-(2-hydroxyethoxy)cyclopentane-1,2-diol